NC1=CC=C(C=C1)N1CCC(CC1)N1CC2(CC1)CCN(CC2)C=2C=C1C(=NC2)CN(C1=O)C1C(NC(CC1)=O)=O 3-[3-[2-[1-(4-aminophenyl)-4-piperidyl]-2,8-diazaspiro[4.5]decan-8-yl]-5-oxo-7H-pyrrolo[3,4-b]pyridin-6-yl]piperidine-2,6-dione